4-(2,4,6-trifluorobenzyl)piperidine-4-carbonitrile hydrochloride Cl.FC1=C(CC2(CCNCC2)C#N)C(=CC(=C1)F)F